N-(2-(2-(((1r,4r)-4-((5'-chloro-6-(((4-cyanotetrahydro-2H-pyran-4-yl)methyl)amino)-[2,4'-bipyridin]-2'-yl)amino)cyclohexyl)amino)ethoxy)ethyl)-4-fluorobenzenesulfonamide ClC=1C(=CC(=NC1)NC1CCC(CC1)NCCOCCNS(=O)(=O)C1=CC=C(C=C1)F)C1=NC(=CC=C1)NCC1(CCOCC1)C#N